C(C)OC(NC1=C(C=C(C(=C1)OC)OC)C#N)=O (2-Cyano-4,5-dimethoxyphenyl)carbamic acid ethyl ester